2-[2-[6-oxo-5-(trifluoromethyl)-1H-pyridin-3-yl]propoxy]acetic acid O=C1C(=CC(=CN1)C(COCC(=O)O)C)C(F)(F)F